6-(3-carboxy-2,5-dihydroxybenzoylamino)nicotinic acid C(=O)(O)C=1C(=C(C(=O)NC2=NC=C(C(=O)O)C=C2)C=C(C1)O)O